CN1N=NC(=C1CN1C(C=CC(=C1)CCC)=O)C1=CC=C(C(=N1)C(F)(F)F)N1C[C@H](CCC1)CC(=O)O 2-[(3R)-1-(6-{1-methyl-5-[(2-oxo-5-propyl-1,2-dihydropyridin-1-yl)methyl]-1H-1,2,3-triazol-4-yl}-2-(trifluoromethyl)pyridin-3-yl)piperidin-3-yl]acetic acid